NCC1=CC=C(C=C1)S(=O)(C)=N (4-(aminomethyl)phenyl)(imino)(methyl)-λ6-sulfanone